N-(4-bromo-2,6-dimethylphenyl)bicyclo[3.1.0]hexane-1-carboxamide BrC1=CC(=C(C(=C1)C)NC(=O)C12CCCC2C1)C